4-(5-chloroindoline-1-carbonyl)-1H-1,2,3-triazole ClC=1C=C2CCN(C2=CC1)C(=O)C=1N=NNC1